C(N)(=N)C=1C=C(SC1)CNC(=O)[C@H]1N(CC2(OCCO2)C1)C(CNC(=O)C=1C=CC=2C(C3=CC=CC=C3C2C1)(F)F)=O (S)-N-((4-carbamimidoylthiophen-2-yl)methyl)-7-((9,9-difluoro-9H-fluorene-3-carbonyl)glycyl)-1,4-dioxa-7-azaspiro[4.4]nonane-8-carboxamide